5-bromo-2-(methyl)pyridine BrC=1C=CC(=NC1)C